2,4-dichloro-6-fluoro-5-(2-methoxyethoxy)-5-(2-oxo-1-phenylethyl)-[1,1-biphenyl]-2-carbonitrile ClC1(C(=C(C(C(=C1)Cl)(C(C=O)C1=CC=CC=C1)OCCOC)F)C1=CC=CC=C1)C#N